3-(5-methyl-6-spiro[2H-benzofuran-3,1'-cyclopropane]-4-yloxy-3-pyridinyl)-1H-benzimidazol-2-one CC=1C=C(C=NC1OC1=CC=CC2=C1C1(CC1)CO2)N2C(NC1=C2C=CC=C1)=O